(R or S)-4-(4-((1R,4R)-2,5-diazabicyclo[2.2.2]octan-2-yl)-6-chloro-2-(3-(diMethylamino)azetidin-1-yl)-8-fluoroquinazolin-7-yl)naphthalene-2-ol [C@H]12N(C[C@H](NC1)CC2)C2=NC(=NC1=C(C(=C(C=C21)Cl)C2=CC(=CC1=CC=CC=C21)O)F)N2CC(C2)N(C)C